CC1(OC=2C=C(C(=C(C2C2C1CCC(=C2)C)O)C2=CC=C(C=C2)C=2C=NC=CC2)CCCCC)C 6,6,9-trimethyl-3-pentyl-2-(4-(pyridin-3-yl)phenyl)-6a,7,8,10a-tetrahydro-6H-benzo[c]chromen-1-ol